thia-2,5-diazaspiro[3.5]non-7-ene-2-carboxylate S1N(CC12NCC=CC2)C(=O)[O-]